N-((S)-1-((S)-4-benzyl-4,5-dihydrooxazol-2-yl)-2-methylpropyl)-2,4,6-trifluorobenzamide C(C1=CC=CC=C1)[C@@H]1N=C(OC1)[C@H](C(C)C)NC(C1=C(C=C(C=C1F)F)F)=O